6-nitro-o-anisonitrile [N+](=O)([O-])C=1C=CC=C(C1C#N)OC